T-butyldimethyl-(2-propynyloxy)silane C(C)(C)(C)[Si](OCC#C)(C)C